3-isobutyl-4-methoxyphenol C(C(C)C)C=1C=C(C=CC1OC)O